tert-butyl 6-(hydroxymethyl)-4-((2-nitrophenyl) sulfonyl)-1,4-diazepane-1-carboxylate OCC1CN(CCN(C1)C(=O)OC(C)(C)C)S(=O)(=O)C1=C(C=CC=C1)[N+](=O)[O-]